BrC=1C=C2C(N(C(=NC2=CC1)[C@H](CCC)N1CCN[C@@H](CC1)C)CC)=O 6-bromo-3-ethyl-2-((S)-1-((R)-5-methyl-1,4-diazepan-1-yl)butyl)quinazolin-4(3H)-one